OC1=CC=C(C=C2C(N(C(S2)=NN=C2C(NC3=CC=C(C=C23)Cl)=O)C2=CC=CC=C2)=O)C=C1 3-(2-(5-(4-hydroxybenzylidene)-3-phenyl-4-oxothiazolidin-2-ylidene)hydrazono)-5-chloro-1H-indol-2-one